FC1=C(OC=2C3=C(N=CN2)CN(CC3)C(=O)OC3=CC=C(C=C3)[N+](=O)[O-])C=CC(=C1)NC(=O)C=1C(N(C(N(C1)C(C)C)=O)C1=NC=C(C=C1)C)=O 4-nitrophenyl 4-(2-fluoro-4-(1-isopropyl-3-(5-methylpyridin-2-yl)-2,4-dioxo-1,2,3,4-tetrahydropyrimidine-5-Carboxamido)phenoxy)-5,6-dihydropyrido[3,4-d]pyrimidine-7(8H)-carboxylate